OC1(C(CN(CC1)C1=CC(=NC(=N1)C(F)(F)F)N1[C@@H]([C@@H](C1)N1CCN(CC1)C(=O)OC(C)(C)C)C)C)C#CCO tert-Butyl 4-((2R,3R)-1-(6-(4-hydroxy-4-(3-hydroxyprop-1-yn-1-yl)-3-methylpiperidin-1-yl)-2-(trifluoromethyl)pyrimidin-4-yl)-2-methylazetidin-3-yl)piperazine-1-carboxylate